(4S,9aS)-4-(((benzyloxy)carbonyl)amino)-8,8-dimethyl-5-oxooctahydropyrrolo[2,1-b][1,3]oxazepine-7-carboxylic acid C(C1=CC=CC=C1)OC(=O)N[C@@H]1C(N2[C@@H](OCC1)CC(C2C(=O)O)(C)C)=O